N-(3,3-difluorocyclobutyl)benzamide FC1(CC(C1)NC(C1=CC=CC=C1)=O)F